4-((5-phenylpyridin-3-yl)methyl)-3,4-dihydro-2H-benzo[b][1,4]oxazine C1(=CC=CC=C1)C=1C=C(C=NC1)CN1C2=C(OCC1)C=CC=C2